5-[(S)-1-(2-fluoro-6-methyl-phenyl)-azepan-4-yl]-2-methyl-7-(2-trifluoromethyl-benzyl)-2,4,5,7-tetrahydro-pyrazolo[3,4-d]pyrimidin-6-one FC1=C(C(=CC=C1)C)N1CC[C@H](CCC1)N1C(N(C=2C(C1)=CN(N2)C)CC2=C(C=CC=C2)C(F)(F)F)=O